((4-(cyclopropanesulfonamido)pyridin-2-yl)(tetrahydrofuran-3-yl)methyl)-5-(6-ethoxypyrazin-2-yl)thiazole-2-carboxamide C1(CC1)S(=O)(=O)NC1=CC(=NC=C1)C(C1COCC1)C=1N=C(SC1C1=NC(=CN=C1)OCC)C(=O)N